CN1N=CC(=C1C1=CC=2N(C=C1)N=CC2)OC2CNCC2C 5-[2-methyl-4-(4-methylpyrrolidin-3-yl)oxy-pyrazol-3-yl]pyrazolo[1,5-a]pyridin